C(C)(C)(C)OC(=O)N1C(=CC=2C=NC(=CC21)CN=[N+]=[N-])C(OC)OC 6-(Azidomethyl)-2-(Dimethoxymethyl)pyrrolo[3,2-c]pyridine-1-carboxylic acid tert-butyl ester